N[C@@H]1CN(CC[C@H]1F)C1=NC2=C(N1CC(=O)N1CC(OCC1)COC)C=C(C(=C2)F)F 2-(2-((3r,4r)-3-amino-4-fluoropiperidin-1-yl)-5,6-difluoro-1H-benzo[d]imidazol-1-yl)-1-(2-(methoxymethyl)morpholino)ethanone